isothiocyano(2H3)methane N(=C=S)C([2H])([2H])[2H]